1-(2-ethyl-1,3-oxazole-4-carbonyl)-4-fluoro-N-{phenyl[4-(propan-2-yl)phenyl]methyl}pyrrolidine-2-carboxamide C(C)C=1OC=C(N1)C(=O)N1C(CC(C1)F)C(=O)NC(C1=CC=C(C=C1)C(C)C)C1=CC=CC=C1